N'-dimethylamino-propylcarbodiimide, hydrochloride Cl.CN(N=C=NCCC)C